FC(C(=O)O)(F)F.NC1=NN2C(N=CC=C2)=C1C(=O)NC(C)C=1C=C(C=2N(C1N1CCC(CC1)(C)O)C=NC2)Cl 2-Amino-N-(1-(8-chloro-5-(4-hydroxy-4-methylpiperidin-1-yl)imidazo[1,5-a]-pyridin-6-yl)ethyl)pyrazolo[1,5-a]-pyrimidine-3-carboxamide trifluoroacetate